2-(4,4-difluorocyclohexyl)-6-((diphenylmethylene)amino)pyridazin-3(2H)-one FC1(CCC(CC1)N1N=C(C=CC1=O)N=C(C1=CC=CC=C1)C1=CC=CC=C1)F